(1R,6R)-2,2-difluoro-6-{[4-(propan-2-yl)piperazin-1-yl]methyl}cyclohexan-1-amine FC1([C@@H]([C@H](CCC1)CN1CCN(CC1)C(C)C)N)F